ClC=1C=C(C=CC1C=1N(C2=NC=NC(=C2N1)OC1(CC1)C)CC1=NC=CC(=C1)C)CCC(=O)NC 3-(3-chloro-4-(6-(1-methylcyclopropoxy)-9-((4-methylpyridin-2-yl)methyl)-9H-purin-8-yl)phenyl)-N-methylpropanamide